FC=1C=C(/C=C/C2=NC=CC3=CC=CC=C23)C=CC1C (E)-1-(3-fluoro-4-methylstyryl)isoquinoline